NC1=NC=CC(=C1)C1CN(C1)C(=O)OC(C)(C)C Tert-Butyl 3-(2-aminopyridin-4-yl)azetidine-1-carboxylate